ClC1=NC(=C(C(=N1)NC1=NNC2=CC(=CC=C12)C1CC12C(NC1=CC=C(C=C21)OC)=O)OC)N2CCOCC2 2-(3-((2-chloro-5-methoxy-6-morpholinopyrimidin-4-yl)amino)-1H-indazol-6-yl)-5'-methoxyspiro[cyclopropane-1,3'-indolin]-2'-one